OC([C@@H]1[C@H](C[C@@H](O1)N1C=NC=2C(=O)NC(N)=NC12)O)O 5'-hydroxy-2'-deoxyguanosine